4-(3-chlorophenoxy)phenylhydrazine ClC=1C=C(OC2=CC=C(C=C2)NN)C=CC1